2-(4-Methoxyphenyl)-1,3-dioxane COC1=CC=C(C=C1)C1OCCCO1